2-[1-[2-(3-Cyano-1-methyl-indazol-6-yl)-6-methyl-4-oxo-chromen-8-yl]ethylamino]benzoic acid C(#N)C1=NN(C2=CC(=CC=C12)C=1OC2=C(C=C(C=C2C(C1)=O)C)C(C)NC1=C(C(=O)O)C=CC=C1)C